C(=C)(C)OF perfluoro isopropenyl oxide